CC1OCC(CC1=O)=O 2-methyl-pyran-3,5-dione